C(N1COC(C1)C)N1COC(C1)C 3,3'-methylenebis(5-methyloxazolidine)